methyl-cyclohexyl-phosphinic acid aluminum salt [Al+3].CP([O-])(=O)C1CCCCC1.CP([O-])(=O)C1CCCCC1.CP([O-])(=O)C1CCCCC1